C(CCC(O)O)C/C=C\\C[C@H](/C=C/C=C/C=C\\[C@H](CCCC(=O)[O-])O)O The molecule is a leukotriene anion that is the conjugate base of 20,20-dihydroxyleukotriene B4, obtained by deprotonation of the carboxy group; major species at pH 7.3. It is a conjugate base of a 20,20-dihydroxyleukotriene B4.